CC1(CC=C(CC1)CCC=O)C 3-(4,4-dimethylcyclohex-1-enyl)propanal